2-benzyl 7-(tert-butyl) 3-methyl-2,7-diazaspiro[4.4]nonane-2,7-dicarboxylate CC1N(CC2(C1)CN(CC2)C(=O)OC(C)(C)C)C(=O)OCC2=CC=CC=C2